CC(CCO)(CO)C (3,3-dimethyl)tetramethylene glycol